6-((3-(4-(3-(1-amino-6-(cyclopropanecarboxamido)-2,7-naphthyridin-4-yl)-2-methoxyphenyl)-1H-pyrazol-1-yl)azetidin-1-yl)methyl)-N,N-dimethylpicolinamide NC1=NC=C(C2=CC(=NC=C12)NC(=O)C1CC1)C=1C(=C(C=CC1)C=1C=NN(C1)C1CN(C1)CC1=CC=CC(=N1)C(=O)N(C)C)OC